C(C)OCP(=O)CCC(=O)[O-] 3-(ethoxymethylphosphinyl)propanoate